C(#N)C=1C=C(C=CC1)[C@@H]1N(C[C@H](CC1)C)C(C(=O)N)=O 2-((2R,5S)-2-(3-cyanophenyl)-5-methylpiperidin-1-yl)-2-oxoacetamide